5-amino-N-(2-{3-amino-4-[(1-methoxypropan-2-yl)oxy]pyrrolidin-1-yl}-3-fluoro-5,6,7,8-tetrahydroquinolin-6-yl)-2,4-dimethylthieno[2,3-d]pyrimidine-6-carboxamide NC1=C(SC=2N=C(N=C(C21)C)C)C(=O)NC2CC=1C=C(C(=NC1CC2)N2CC(C(C2)OC(COC)C)N)F